[1-14C]-oleic acid [14C](CCCCCCC\C=C/CCCCCCCC)(=O)O